2-[6-amino-5-[8-[2-[3-(7-oxa-1-azaspiro[3.4]oct-1-yl)prop-1-ynyl]-4-pyridinyl]-3,8-diazabicyclo[3.2.1]oct-3-yl]pyridazin-3-yl]phenol NC1=C(C=C(N=N1)C1=C(C=CC=C1)O)N1CC2CCC(C1)N2C2=CC(=NC=C2)C#CCN2CCC21CCOC1